2-(2-aminopyridin-3-yl)-N-((5-(2-((6-methoxy-2-methylquinazolin-4-yl)thio)acetyl)thiophen-2-yl)methyl)acetamide NC1=NC=CC=C1CC(=O)NCC=1SC(=CC1)C(CSC1=NC(=NC2=CC=C(C=C12)OC)C)=O